C(CCCC)C(CO)CCO 2-amyl-1,4-butanediol